CC=1C=C(C=NNC2=C3N=CN(C3=NC(=N2)N2CCOCC2)C=2C=C(C#N)C=CC2)C=CC1 3-(6-(2-(3-methylbenzylidene)hydrazinyl)-2-morpholino-9H-purin-9-yl)benzonitrile